1,4-dibromo-2,3-dihydroxybutane BrCC(C(CBr)O)O